5,7-difluoro-2,3-dihydro-4H-chromene-4-one FC1=C2C(CCOC2=CC(=C1)F)=O